The molecule is a monocarboxylic acid anion derived from 3,4-desaturation of beta-ionone ring of all-trans-retinoate; major species at pH 7.3. It has a role as a human xenobiotic metabolite. It derives from an all-trans-retinoate. CC1=C(C(CC=C1)(C)C)/C=C/C(=C/C=C/C(=C/C(=O)[O-])/C)/C